2-((3R,4R)-3-Amino-4-fluoropiperidin-1-yl)-1-((5-cyanopyridin-2-yl)methyl)-1H-benzo[d]imidazol-6-carbonitril N[C@@H]1CN(CC[C@H]1F)C1=NC2=C(N1CC1=NC=C(C=C1)C#N)C=C(C=C2)C#N